C(C(=C)C)(=O)OCC(C(C)OC(F)(F)F)C 3-(methacryloyloxymethyl)-2-trifluoromethyloxybutane